ClC=1C=C(C=C(C1)Cl)NC(=O)C1(OCC1)C(=O)O 2-[(3,5-dichlorophenyl)carbamoyl]oxetane-2-carboxylic acid